C(CCCCCCCCCCC\C=C/CCCCCC)O (13Z)-eicos-13-en-1-ol